[Si](C1=CC=CC=C1)(C1=CC=CC=C1)(C(C)(C)C)OCC[C@H](CCC)NC=1C2=C(N=C(N1)N)C(=NN2CC2=C(C=C(C=C2)CNC2CCOCC2)OC)C (S)-N7-(1-((tert-butyldiphenylsilyl)oxy)hexan-3-yl)-1-(2-methoxy-4-(((tetrahydro-2H-pyran-4-yl)amino)methyl)benzyl)-3-methyl-1H-pyrazolo[4,3-d]pyrimidine-5,7-diamine